3-((3,5-dimethylphenyl)amino)-6-phenylpyrazine-2-carbonitrile CC=1C=C(C=C(C1)C)NC=1C(=NC(=CN1)C1=CC=CC=C1)C#N